Bisisostearic acid amide C(CCCCCCCCCCCCCCC(C)C)(=O)N.C(CCCCCCCCCCCCCCC(C)C)(=O)N